methyl 2,4,6-tri-O-benzyl-α-D-galactopyranoside C(C1=CC=CC=C1)O[C@H]1[C@@H](OC)O[C@@H]([C@@H]([C@@H]1O)OCC1=CC=CC=C1)COCC1=CC=CC=C1